C1(=CC=CC=C1)SC1=CC=C(C=C1)C(C(CCCCCC)=O)=O 1-(4-phenylthiophenyl)-n-octane-1,2-dione